ClC=1C=C(C=C(C1OC1=NNC(C(=C1)C(C)C)=O)Cl)N1N=C(C(NC1=O)=O)NC(OCCCC)=O butyl N-(2-[3,5-dichloro-4-[(5-isopropyl-6-oxo-1H-pyridazin-3-yl)oxy]phenyl]-3,5-dioxo-4H-1,2,4-triazin-6-yl)carbamate